ClC=1C(=NC=CC1)N1N=C(C=C1C(=O)OCC)O ethyl 2-(3-chloropyridin-2-yl)-5-hydroxy-3-pyrazolecarboxylate